Isopentyl phenylacetate C1(=CC=CC=C1)CC(=O)OCCC(C)C